C(C)(C)(C)OC(=O)NCC=CC1=C2C(=NC=3C=C4C(=CC13)OCO4)C4=CC1=C(C(N4C2)=O)COC(C1(O)CC)=O 14-(3-((t-butoxycarbonyl)amino)-1-propen-1-yl)-7-ethyl-7-hydroxy-10,13-dihydro-11H-[1,3]dioxolo[4,5-g]pyrano[3',4':6,7]indolizino[1,2-b]quinoline-8,11(7H)-dione